COC=1C=C(C=C(C1OC)OC)C1(C=C1)C(=O)O 1-(3,4,5-trimethoxyphenyl)cycloprop-2-ene-1-carboxylic acid